O1C(COCC1)C(C(F)N1C(C(OC(C1(F)F)(F)F)(F)F)(F)F)(F)F 4-(2-(1,4-dioxan-2-yl)-1,2,2-trifluoroethyl)-2,2,3,3,5,5,6,6-octafluoromorpholine